taxa-4(20),11-dien-5alpha-ol CC1=C2CC[C@@]3(CC[C@@H](C(=C)[C@H]3C[C@@H](C2(C)C)CC1)O)C